ClC(C(F)(F)OC(F)F)F 2-chloro-1-(Difluoromethoxy)-1,1,2-trifluoroethane